4,7-difluoro-3,3-dimethyl-5-(trifluoromethyl)indolin-2-one FC1=C2C(C(NC2=C(C=C1C(F)(F)F)F)=O)(C)C